2-methyl-3-vinylpiperidine-1,2-dicarboxylic acid 1-tert-butyl ester C(C)(C)(C)OC(=O)N1C(C(CCC1)C=C)(C(=O)O)C